C(C=C)(=O)O.OCCC(=O)N(C=C)CO hydroxyethyl-N-(hydroxymethyl)-N-vinylformamide acrylate